C(C)OC(C)(C)[C@@]1(CN(CC1)C(C)(C)C=1C=NC(=CC1)C)CCC=1NC(C2=C(N1)C(=NN2C)C)=O (S)-5-(2-(3-(2-ethoxypropan-2-yl)-1-(2-(6-methylpyridin-3-yl)propan-2-yl)pyrrolidin-3-yl)ethyl)-1,3-dimethyl-1,6-dihydro-7H-pyrazolo[4,3-d]pyrimidin-7-one